1-[[2-(difluoro-methoxy)pyridin-4-yl]methyl]-3-(2-trimethylsilyl-ethyl)urea FC(OC1=NC=CC(=C1)CNC(=O)NCC[Si](C)(C)C)F